CCCCCCCCCCCCCCCC cis-hexadecane